C(C)(C)(C)OC(=O)N1CCC(CC1)N1C(C=CC(=C1)C=1C(=C(C=C(C1)F)C1=CC(=C(C=C1)N1C(N(C=C1)C)=O)Cl)OC)=O 4-(5-(3'-chloro-5-fluoro-2-methoxy-4'-(3-methyl-2-oxo-2,3-dihydro-1H-imidazol-1-yl)-[1,1'-biphenyl]-3-yl)-2-oxopyridin-1(2H)-yl)piperidine-1-carboxylic acid tert-butyl ester